5-bromo-6-nitro-1H-benzo[d]imidazole BrC1=CC2=C(NC=N2)C=C1[N+](=O)[O-]